ClC=1C=CC=C2C=CC=C(C12)C1=C2C(=C3C(=NC(=NC3=C1)OC[C@H]1N(CCC1)C)N1[C@H](CN(CC1)C(C=C)=O)C)OC=C2 1-((S)-4-(4-(8-chloronaphthalen-1-yl)-7-(((S)-1-methylpyrrolidin-2-yl)methoxy)furo[2,3-f]quinazolin-9-yl)-3-methylpiperazin-1-yl)prop-2-en-1-one